1,3-bis(2-ethylhexyl)-5-(bromoselenophen-2-yl)-7-(bromothiazol-2-yl)-4H,8H-benzo[1,2-c:4,5-c']dithiophene-4,8-dione C(C)C(CC1=C2C(=C(S1)CC(CCCC)CC)C(C=1C(=C(SC1C=1[Se]C=CC1Br)C=1SC=C(N1)Br)C2=O)=O)CCCC